ClC1=NC(=C2N=CN(C2=N1)[C@@H]1SC[C@H]([C@H]1O)O)Cl (2R,3R,4S)-2-(2,6-dichloro-9H-purin-9-yl)tetrahydrothiophene-3,4-diol